7-(carboxymethoxy)-4-methylcoumarin C(=O)(O)COC1=CC=C2C(=CC(OC2=C1)=O)C